2-[(4-{7-[(1S,3S,4R,6R)-6-(cyclopropylmethyl)-2-azabicyclo[2.2.2]octane-3-carbonyl]-2,7-diazaspiro[3.5]nonan-2-yl}pyrimidin-5-yl)oxy]-5-fluoro-N,N-di(propan-2-yl)benzamide C1(CC1)C[C@@H]1C[C@@H]2[C@H](N[C@H]1CC2)C(=O)N2CCC1(CN(C1)C1=NC=NC=C1OC1=C(C(=O)N(C(C)C)C(C)C)C=C(C=C1)F)CC2